O1CCCC=2C=C3C=CC=NC3=CC21 dihydropyrano[3,2-g]quinolin